C(CCCCC)C(COC(C=CCCCCC(CCCCCCCCCC)N(CCCN(C)C)C(CCCCCCC(=O)OCCCCCCCCCC)=O)=O)CCCCCCCC 8-(8-(Decyloxy)-N-(3-(dimethylamino)propyl)-8-oxooctanoylamino)-octadecenoic acid 2-hexyldecyl ester